FC=1C=C(C=CC1F)CNC1CCC2=CC(=CC=C12)C1=C(C(=NC(=C1C(=O)N)CC(C)C)CCC1=CC=C(C=C1)F)C=1OC(=NN1)C 4-(1-{[(3,4-difluorophenyl)methyl]amino}-5-indanyl)-6-[2-(p-fluorophenyl)ethyl]-2-isobutyl-5-(5-methyl-1,3,4-oxadiazol-2-yl)nicotinamide